COC=1C(=NC(=NC1)C1CCOCC1)N methoxy-2-(tetrahydro-2H-pyran-4-yl)pyrimidin-4-amine